C(C)(=O)C1=NN(C2=CC=C(C=C12)C=1C=NC(=NC1)C(C)C)CC(=O)OC(C)(C)C tert-Butyl 2-(3-acetyl-5-(2-isopropylpyrimidin-5-yl)-1H-indazol-1-yl)acetate